C(C)OC(C1=C(C(=CC=C1N1N=NC(=C1)CO)OC)F)=O.FC(C=1N=NN(C1)C1=CC=C(C(=C1CN)F)OC)F (6-(4-(Difluoromethyl)-1H-1,2,3-triazol-1-yl)-2-fluoro-3-methoxyphenyl)methanamine Ethyl-2-fluoro-6-(4-(hydroxymethyl)-1H-1,2,3-triazol-1-yl)-3-methoxybenzoate